BrC=1C=2C3=CC=C4C(=NC=N4)C3=C3CC=CC=C3C2C=CC1 8-Bromo-1H-triphenyleno[1,2-d]imidazole